exo-5-(1-benzyl-1H-1,2,3-triazol-4-yl)-N-[(1R)-1-(4-ethoxyphenyl)-2-methoxyethyl]-1a,6b-dihydro-1H-cyclopropa[b][1]benzofuran-1-carboxamide C(C1=CC=CC=C1)N1N=NC(=C1)C=1C=CC2=C(C3C(O2)C3C(=O)N[C@@H](COC)C3=CC=C(C=C3)OCC)C1